L-histidine hydrazide N[C@@H](CC1=CNC=N1)C(=O)NN